BrC1=C(C=CC=C1COC1=CC(=C(C=O)C=C1Cl)OCC=1C=NC=CC1)C1=C(C(=CC=C1)C=1OC(=NN1)CN1C[C@@H](CC1)O)C (R)-4-((2-bromo-3'-(5-((3-hydroxypyrrolidin-1-yl)methyl)-1,3,4-oxadiazol-2-yl)-2'-methyl-[1,1'-biphenyl]-3-yl)methoxy)-5-chloro-2-(pyridin-3-ylmethoxy)benzaldehyde